O1COC2=C1C=CC(=C2)OCC(=O)N(CC2OCCC2)C2=NNC=C2 2-(1,3-benzodioxol-5-yloxy)-N-(1H-pyrazol-3-yl)-N-(tetrahydrofuran-2-ylmethyl)acetamide